FC(OC1=CC=C(C=C1)N1C2=C(C=C(C1=O)C1=CC3=C(N=C4N3CCN4)C=C1)SC(=N2)OCC)F 4-(4-(difluoromethoxy)phenyl)-6-(2,3-dihydro-1H-benzo[d]imidazo[1,2-a]imidazole-6-yl)-2-ethoxythiazolo[4,5-b]pyridin-5(4H)-one